3-mercapto-1-propyldimethylmethoxysilane SCCCCO[SiH](C)C